tert-butyl 2-iodo-1-(2-trimethylsilylethoxymethyl)-6,7-dihydro-4H-imidazo[4,5-c]pyridine-5-carboxylate IC=1N(C2=C(CN(CC2)C(=O)OC(C)(C)C)N1)COCC[Si](C)(C)C